bipyridin-3-yl N1=CC(=CC=C1)C=1C=NC=CC1